methyl (2-(aminooxy) acetyl)-L-phenylalanyl-L-tryptophanate NOCC(=O)N[C@@H](CC1=CC=CC=C1)C(=O)N[C@@H](CC1=CNC2=CC=CC=C12)C(=O)OC